2-((cyclopropyl-methyl)amino)-5-(3-(2-oxo-1,2,3,4-tetrahydroquinolin-6-yl)-1,2,4-oxadiazol-5-yl)benzonitrile C1(CC1)CNC1=C(C#N)C=C(C=C1)C1=NC(=NO1)C=1C=C2CCC(NC2=CC1)=O